ClC1=C(C=CC=C1Cl)C1=NNC2=NC(=CN=C21)N2CCC(CC2)(N)C 1-[3-(2,3-dichlorophenyl)-1H-pyrazolo[3,4-b]pyrazine-6-yl]-4-methylpiperidin-4-amine